3-(4,4-difluoropiperidin-1-yl)-1-methyl-5-nitro-1H-indazole FC1(CCN(CC1)C1=NN(C2=CC=C(C=C12)[N+](=O)[O-])C)F